2-(o-chloroanilino)-3-chloro-6-cyclohexylamino-fluoran ClC1=C(NC2CC(CCC2Cl)NF)C=CC=C1